C(C1=CC=CC=C1)C1=NN(C(=C1)C1=CC2=C(N=C(S2)NC(=O)C2CCCCC2)C=C1)CC1=CC=C(C(=O)NO)C=C1 4-{[3-benzyl-5-(2-(cyclohexanecarboxamido)benzo[d]thiazol-6-yl)-1H-pyrazol-1-yl]methyl}-N-hydroxybenzoamide